NC=1C2=C(N=CN1)N(C(=C2C=2C=NN(C2)CC=2C=NC=CC2)C2=CC=C(C=C2)NC(C(=C)C)=O)C N-(4-(4-amino-7-methyl-5-(1-(pyridin-3-ylmethyl)-1H-pyrazol-4-yl)-7H-pyrrolo[2,3-d]pyrimidin-6-yl)phenyl)methacrylamide